ClC1=CC=C2C(=N1)C(CN2C2=NC(=NC=C2C(=O)OC(C)C)Cl)(C)C isopropyl 4-(5-chloro-3,3-dimethyl-2,3-dihydro-1H-pyrrolo[3,2-b]pyridin-1-yl)-2-chloropyrimidine-5-carboxylate